C(C)(C)(C)OC(NC=1N(N=C(C1C#N)C=1C=NC(=CC1)C(C(=O)NC1=NOC(=C1)C(CC)(C)C)C)C(C)C)=O N-[4-cyano-5-[6-[2-[[5-(1,1-dimethylpropyl)isoxazol-3-yl]amino]-1-methyl-2-oxo-ethyl]-3-pyridinyl]-2-isopropyl-pyrazol-3-yl]carbamic acid tert-butyl ester